tetradeca-4,9,11,13-tetraene CCCC=CCCCC=CC=CC=C